NC1=C(C=C(C=C1)C1=C(C(=C(C(=C1[2H])[2H])F)[2H])[2H])NC(C1=CC=C(C=C1)S(=O)(=N)C)=O N-[2-amino-5-(2,3,5,6-tetradeutero-4-fluoro-phenyl)phenyl]-4-(methylsulfonimidoyl)benzamide